4-((2R,4S)-4-(((1-fluorocyclopropyl)methyl)amino)-1-((5-methoxy-7-methyl-1H-indol-4-yl)methyl)piperidin-2-yl)benzoic acid FC1(CC1)CN[C@@H]1C[C@@H](N(CC1)CC1=C2C=CNC2=C(C=C1OC)C)C1=CC=C(C(=O)O)C=C1